(R)-3-(isoxazolidin-3-yl)benzonitrile O1N[C@H](CC1)C=1C=C(C#N)C=CC1